N-(6-aminohexyl)-4-(7H-pyrrolo[2,3-d]pyrimidin-4-yl)-3,4-dihydro-2H-1,4-thiazine-6-carboxamide 1-oxide NCCCCCCNC(=O)C1=CN(CCS1=O)C=1C2=C(N=CN1)NC=C2